(2S,4R)-4-tert-butyl-1-{(2S)-2-cyclopentyl-2-[(trifluoromethanesulfonyl)amino]acetyl}-N-{(2S)-4-methoxy-3-oxo-1-[(3S)-2-oxopyrrolidin-3-yl]butan-2-yl}piperidine-2-carboxamide C(C)(C)(C)[C@H]1C[C@H](N(CC1)C([C@@H](NS(=O)(=O)C(F)(F)F)C1CCCC1)=O)C(=O)N[C@@H](C[C@H]1C(NCC1)=O)C(COC)=O